N1=C(C=CC=C1)NC(=O)N1C=NC=C1 N-(pyridin-2-yl)-1H-imidazole-1-carboxamide